tert-butyl-((3-fluoroprop-1-en-2-yl)oxy)diphenylsilane C(C)(C)(C)[Si](C1=CC=CC=C1)(C1=CC=CC=C1)OC(=C)CF